2,2-dimethoxy-phenyl ethyl ketone C(C)C(=O)C1C(C=CC=C1)(OC)OC